(R)-5-(2,2-difluorocyclopropyl)-4-formyl-7-methyl-1H-indole-1-carboxylic acid tert-butyl ester C(C)(C)(C)OC(=O)N1C=CC2=C(C(=CC(=C12)C)[C@@H]1C(C1)(F)F)C=O